(2S)-3-tert-Butoxycarbonyl-3-azabicyclo[2.2.1]heptane-2-carboxylic acid ethyl ester C(C)OC(=O)[C@@H]1C2CCC(N1C(=O)OC(C)(C)C)C2